FC(OC1=CC(=NN1)NC1=NC(=CN=C1)O[C@@H]1CCN(CC12CC2)C)F (R)-N-(5-(difluoromethoxy)-1H-pyrazol-3-yl)-6-((5-methyl-5-azaspiro[2.5]octan-8-yl)oxy)pyrazin-2-amine